(S)-3-fluoro-5-(1-(4-(5-fluoro-4-(5-methyl-1H-tetrazol-1-yl)pyrimidin-2-yl)piperazine-1-carbonyl)-4,5-dihydro-1H-pyrazol-5-yl)benzonitrile FC=1C=C(C#N)C=C(C1)[C@@H]1CC=NN1C(=O)N1CCN(CC1)C1=NC=C(C(=N1)N1N=NN=C1C)F